CC1=NC2=CC(=C(C=C2C(=N1)N[C@H](C)C=1C=C(C=C(C1)C(F)(F)F)C(=O)OC(C)(C)C)C1=CC(N(C=C1)CCCNC)=O)C Tert-butyl (R)-(3-(1-((2,7-dimethyl-6-(1-(3-(methylamino) propyl)-2-oxo-1,2-dihydropyridin-4-yl) quinazolin-4-yl) amino) ethyl)-5-(trifluoromethyl) phenyl)carboxylate